C(#N)/C(/C(=O)N1C(C2=CC(=CC=C2CC1)CCC(=O)O)C)=C/C=1SC=CN1 (Z)-3-(2-{2-cyano-3-(thiazol-2-yl)acryloyl}-1-methyl-1,2,3,4-tetrahydroisoquinolin-7-yl)propanoic acid